FC1=C(C=C(C(=O)NN)C=C1)OC 4-Fluoro-3-methoxybenzohydrazide